ClC1=NC(=C2N=CN(C2=N1)C1[C@H]([C@H](O)[C@H](O1)CO)F)N 2-chloro-9-(2-deoxy-2-fluoro-D-arabinofuranosyl)-9H-purin-6-amine